N-(1-phenylethyl)quinazoline-4-carboxamide C1(=CC=CC=C1)C(C)NC(=O)C1=NC=NC2=CC=CC=C12